[C@@H]1(C[C@H](O)[C@@H](CO)O1)N1C(=O)NC(=O)C(=C1)C#CCNC(C)=O N-(3-(deoxyuridine-5-yl)prop-2-yn-1-yl)acetamide